4-(((6-fluoro-5-(1-(2-fluorophenyl)ethyl)-1,1-dioxido-4H-benzo[e][1,2,4]thiadiazin-3-yl)amino)methyl)benzamide FC=1C=CC2=C(NC(=NS2(=O)=O)NCC2=CC=C(C(=O)N)C=C2)C1C(C)C1=C(C=CC=C1)F